tert-butyl (3S,5S)-3-fluoro-5-((4-(2-fluoropyridin-3-yl)pyrimidin-2-yl)amino)piperidine-1-carboxylate F[C@@H]1CN(C[C@H](C1)NC1=NC=CC(=N1)C=1C(=NC=CC1)F)C(=O)OC(C)(C)C